C(C)(CCC)[Bi](C(C)CCC)C(C)CCC tri(sec-pentyl)bismuth